FC1=CC=C(C=C1)C(=O)N1[C@@H](C=2N(CC1)C(=NN2)C=2SC=1C=NC(=CC1N2)C)C (R)-(4-Fluorophenyl)(8-methyl-3-(6-methylthiazolo[5,4-c]pyridin-2-yl)-5,6-dihydro-[1,2,4]Triazolo[4,3-a]pyrazin-7(8H)-yl)methanone